CN1C2=C(C=3C=CC(=CC13)C=1C=C(C(=NC1)OC1CC(C1)OCC1=CC=CC=C1)C#N)C=NC=C2 5-[5-methyl-5H-pyrido[4,3-b]indol-7-yl]-2-[(1s,3s)-3-(benzyloxy)cyclobutoxy]pyridine-3-carbonitrile